3-ethyl-7-((1R,6S)-(5-(6-(5-methyl-4H-1,2,4-triazole-3-yl)pyridin-3-yl)-2,5-diazabicyclo[4.2.0]octane-2-yl)methyl)-1H-1,5-naphthyridin-2-one C(C)C=1C(NC2=CC(=CN=C2C1)CN1[C@@H]2CC[C@@H]2N(CC1)C=1C=NC(=CC1)C1=NN=C(N1)C)=O